(1S,2S)-2-fluoro-N-[2-(5-methoxy-1,3-benzothiazol-6-yl)-1-methylpyrrolo[2,3-c]pyridin-5-yl]cyclopropane-1-carboxamide F[C@@H]1[C@@H](C1)C(=O)NC=1C=C2C(=CN1)N(C(=C2)C2=CC1=C(N=CS1)C=C2OC)C